2-(6-(4-((5-chloro-3-fluoropyridin-2-yl)oxy)phenyl)-5-fluoropyridin-2-yl)acetic acid ClC=1C=C(C(=NC1)OC1=CC=C(C=C1)C1=C(C=CC(=N1)CC(=O)O)F)F